tert-butyl (S)-4-(4-chloro-3-(1H-imidazol-2-yl)phenyl)-2,2-dimethyloxazolidine-3-carboxylate ClC1=C(C=C(C=C1)[C@@H]1N(C(OC1)(C)C)C(=O)OC(C)(C)C)C=1NC=CN1